[C@@H]1([C@H](O)[C@H](O)[C@@H](O)[C@@H](O1)C)C(C(=O)[O-])(C(CCCCCCCCCCC)O)C(C(CCCCCCCCCCCC)O)=O α-L-rhamnopyranosyl-β-hydroxytetradecanoyl-β-hydroxytetradecanoate